(3R)-3-amino-5-[(4-chlorophenyl)methyl]-8-fluoro-7-[5-[2-[2-hydroxyethyl(methyl)-amino]-1,1-dimethyl-ethyl]-1,3,4-oxadiazol-2-yl]-1,1-dioxo-2,3-dihydro-1λ6,5-benzo-thiazepin-4-one N[C@H]1CS(C2=C(N(C1=O)CC1=CC=C(C=C1)Cl)C=C(C(=C2)F)C=2OC(=NN2)C(CN(C)CCO)(C)C)(=O)=O